3-(1H-indazol-5-yl)-6-(6-methoxypyridin-3-yl)-1,4-dihydrothieno[2',3':4,5]cyclopenta[1,2-c]pyrazole N1N=CC2=CC(=CC=C12)C=1C2=C(NN1)C1=C(C2)SC(=C1)C=1C=NC(=CC1)OC